FC(C1=CC=2CC3N(CCN(C3)C(=O)OC(C)(C)C)C2N=C1)(F)F tert-butyl 3-(trifluoromethyl)-5a,6,8,9-tetrahydropyrido[3',2':4,5]pyrrolo[1,2-a]pyrazine-7(5H)-carboxylate